2-Methylglycidyl methacrylate CC(=C)C(=O)OCC1(CO1)C